ClC1=C(C=CC(=C1)Cl)C=1N=C(SC1)N 4-(2,4-dichlorophenyl)thiazol-2-amine